(3R,7S)-9-((S)-1-(4-(difluoromethoxy)phenyl)ethyl)-3-methyl-7-(methylcarbamoyl)10-oxo-3,4,7,8,9,10-hexahydropyrido[4',3':3,4]Pyrazolo[1,5-a]Pyrazine FC(OC1=CC=C(C=C1)[C@H](C)N1C(C=2N([C@@H](C1)C(NC)=O)N=C1C2C=N[C@@H](C1)C)=O)F